BrC1=CC=CC=2C(=CSC21)C(C)=O (7-bromo-benzothien-3-yl)ethan-1-one